COC1=C(C=CC=C1C1=NN(C=N1)C)N (2-methoxy-3-(1-methyl-1H-1,2,4-triazol-3-yl)phenyl)amine